C(#N)CC(=O)N1C(CC(=CC1)C1=C2C(=NC(=C1)NC(=O)C1CC1)NC=C2)C(C)C N-(4-(1-(2-cyanoacetyl)-2-isopropyl-1,2,3,6-tetrahydropyridin-4-yl)-1H-pyrrolo[2,3-b]pyridin-6-yl)cyclopropylcarboxamide